P(=O)(OCCCO)([O-])[O-] Hydroxypropyl Phosphate